N(=C=O)C(C)C1CC1 (1-isocyanato-ethyl)cyclopropane